1-[4-(1H-pyrazol-1-yl)phenyl]-1H,4H,5H-pyrazolo[3,4-d]pyrimidin-4-one N1(N=CC=C1)C1=CC=C(C=C1)N1N=CC2=C1N=CNC2=O